C(C)(C)(C)OC(=O)C1=CC=C(C=C1)C=1C=C2C(=CC=NC2=CC1)C(=O)NCC(=O)O 2-(6-(4-(tert-Butoxycarbonyl)phenyl)-quinoline-4-carboxamido)acetic acid